NC(C)C1=NC(=NN1C1=CC=C(C=N1)C(=O)N1CCOCC1)Br [6-[5-(1-aminoethyl)-3-bromo-1,2,4-triazol-1-yl]-3-pyridyl]-morpholino-methanone